O=C1N(C=CC2=C1C=NN2COCC[Si](C)(C)C)C2CCC(CC2)C(=O)OC methyl (1s,4s)-4-(4-oxo-1-{[2-(trimethylsilyl)ethoxy]methyl}-1H,4H,5H-pyrazolo[4,3-c]pyridin-5-yl)cyclohexane-1-carboxylate